4-(trifluoromethyl)-N-(triethylsilyl)nicotinamide FC(C1=CC=NC=C1C(=O)N[Si](CC)(CC)CC)(F)F